COC=1C=C(C=CC1OC)C=1NC2=CC=C(C=C2C1CC(F)(F)F)C1CCN(CC1)C(CC(F)(F)F)=O 1-(4-(2-(3,4-dimethoxyphenyl)-3-(2,2,2-trifluoroethyl)-1H-indol-5-yl)piperidin-1-yl)-3,3,3-trifluoropropan-1-one